O1C(OCC1)CC(=O)C 1-(1,3-dioxolan-2-yl)acetone